p-(1,1,3,3-tetramethylbutyl)phenyl salicylate C(C=1C(O)=CC=CC1)(=O)OC1=CC=C(C=C1)C(CC(C)(C)C)(C)C